5-bromo-[1,2,4]triazolo[4,3-a]pyridine BrC1=CC=CC=2N1C=NN2